C1(=CC=CC2=CC=CC=C12)C[SH+]CC1=CC=C(C=C1)O 1-naphthylmethyl-para-hydroxyphenylmethyl-sulfonium